N-(4-hydroxybenzyl)-2-(9-methyl-9H-carbazol-2-yl)acetamide OC1=CC=C(CNC(CC2=CC=3N(C4=CC=CC=C4C3C=C2)C)=O)C=C1